COC(=O)[C@H]1N(C[C@H](C1)O)C(C1=CC=CC=C1)(C1=CC=CC=C1)C1=CC=CC=C1 (2s,4s)-4-hydroxy-1-tritylpyrrolidine-2-carboxylic acid methyl ester